N-[6-(3,5-dicyclopropyl-1H-pyrazol-1-yl)pyridin-3-yl]quinoxaline-6-carboxamide C1(CC1)C1=NN(C(=C1)C1CC1)C1=CC=C(C=N1)NC(=O)C=1C=C2N=CC=NC2=CC1